5-bromo-6-methoxyquinoline BrC1=C2C=CC=NC2=CC=C1OC